N,7-dibenzyl-7H-purin-6-amine C(C1=CC=CC=C1)NC1=C2N(C=NC2=NC=N1)CC1=CC=CC=C1